FC(C)(F)C1(CC1)C=1N=NNC1 4-(1-(1,1-difluoroethyl)cyclopropyl)-1H-1,2,3-triazol